ClC1=CC(=C(C=C1)C1=NC(=CN2C1=NC(=C(C2=O)C)C(F)(F)F)N2C[C@@H](OCC2)C=2C=NN(C2)C)F (S)-9-(4-chloro-2-fluorophenyl)-3-methyl-7-(2-(1-methyl-1H-pyrazol-4-yl)morpholino)-2-(trifluoromethyl)-4H-pyrazino[1,2-a]pyrimidin-4-one